6-({1-[(Azetidin-3-yl)acetyl]azetidin-3-yl}oxy)-3-(2-boronoethyl)-2-hydroxybenzoic acid N1CC(C1)CC(=O)N1CC(C1)OC1=CC=C(C(=C1C(=O)O)O)CCB(O)O